FC=1C(=C(C=CC1F)[C@H]1[C@@H](O[C@@]([C@@H]1C)(C(F)(F)F)C)C(=O)NC1=CC(=NC=C1)C(=O)N)C=C 4-[[(2R,3s,4r,5s)-3-(3,4-difluoro-2-vinyl-phenyl)-4,5-dimethyl-5-(trifluoromethyl)tetrahydrofuran-2-carbonyl]amino]pyridine-2-carboxamide